7-{3-[1-(Bicyclo[1.1.1]pent-1-ylmethyl)-1H-pyrazol-4-yl]-6-methylpyridin-2-yl}-3-methoxycinnolin C12(CC(C1)C2)CN2N=CC(=C2)C=2C(=NC(=CC2)C)C2=CC=C1C=C(N=NC1=C2)OC